BrC1=CC(N(C(=C1)C)CN1N=NC(=C1)C=1C=NC=C(C1)N(C)C)=O 4-bromo-1-((4-(5-(dimethylamino)pyridin-3-yl)-1H-1,2,3-triazol-1-yl)methyl)-6-methylpyridin-2(1H)-one